F[C@@H]1CN(CC[C@@H]1NC1=CC=CC2=C1SC(=C2CC(F)(F)F)I)C(=O)OC(C)(C)C tert-butyl (3R,4S)-3-fluoro-4-((2-iodo-3-(2,2,2-trifluoroethyl)benzo[b]thiophen-7-yl)amino)piperidine-1-carboxylate